C12(CC(C1)C2)N2[C@@H](C=1NC3=CC=CC=C3C1C[C@H]2C)C=2N=CC(=NC2)N[C@@H]2CN(CC2)CCC 5-((1S,3R)-2-(bicyclo[1.1.1]pentan-1-yl)-3-methyl-2,3,4,9-tetrahydro-1H-pyrido[3,4-b]indol-1-yl)-N-((S)-1-propylpyrrolidin-3-yl)pyrazin-2-amine